ClC1=CC2=C(N=C(S2)C2CCNCC2)S1 5-Chloro-2-(piperidin-4-yl)thieno[2,3-d]thiazole